C(C)(C)(C)OC(=O)N1C[C@@H]2[C@@H](OCC(N2)=O)C(C1)(F)F.IC=1C=NC=CC1NC(C1=CC(=C(C(=C1)OC)C(C)C)OC)=O |o1:9,10| N-(3-iodopyridin-4-yl)-4-isopropyl-3,5-dimethoxybenzamide tert-butyl-rel-(4aR,8aR)-8,8-difluoro-3-oxohexahydro-2H-pyrido[4,3-b][1,4]oxazine-6(5H)-carboxylate